5-((4-(2-Amino-2-methylpropoxy)-3-((methylsulfonyl)methyl)phenyl)amino)-7-(cyclopropylamino)pyrazolo[1,5-a]pyrimidin NC(COC1=C(C=C(C=C1)NC1=NC=2N(C(=C1)NC1CC1)N=CC2)CS(=O)(=O)C)(C)C